C(C)(=O)[C@@H]1CN(CCC1)C(=O)OC(C)(C)C tert-Butyl (S)-3-acetylpiperidine-1-carboxylate